iron tetracarboxylporphyrin C(=O)(O)C1=C2C=CC(C(=C3C=CC(=C(C=4C=CC(=C(C5=CC=C1N5)C(=O)O)N4)C(=O)O)N3)C(=O)O)=N2.[Fe]